methyl-N-(1-methylcyclopropyl)-5-{4-[(oxetan-4-yl)amino]-5H,6H,7H,8H-pyrido[3,4-d]pyrimidine-7-carbonyl}furo[2,3-d]pyrimidin-4-amine CC=1N=C(C2=C(N1)OC=C2C(=O)N2CC=1N=CN=C(C1CC2)NC2CCO2)NC2(CC2)C